Tert-butyl-peroxyformic acid 2-ethylhexyl ester C(C)C(COOC(=O)C(C)(C)C)CCCC